FC1=CC=C(CNC=2C(N(C(=CN2)C2=CC=CC=C2)CC(=O)O)=O)C=C1 2-(3-((4-Fluorobenzyl)amino)-2-oxo-6-phenylpyrazin-1(2H)-yl)acetic acid